4-amino-2,6-dimethylbenzoic acid NC1=CC(=C(C(=O)O)C(=C1)C)C